tert-butyl (4-(3-phenylprop-1-en-1-yl)thiazol-2-yl)carbamate C1(=CC=CC=C1)CC=CC=1N=C(SC1)NC(OC(C)(C)C)=O